NC=1C=CC(=C(C(=O)OC)C1)N1N=C(C=C1)C(C)(C)C Methyl 5-amino-2-(3-tert-butyl-1H-pyrazol-1-yl)benzoate